2-phenyl-3-iodopropionaldehyde C1(=CC=CC=C1)C(C=O)CI